tert-butyl (6-fluoro-2-methylquinolin-8-yl)carbamate FC=1C=C2C=CC(=NC2=C(C1)NC(OC(C)(C)C)=O)C